CN(C[C@@H](C)C=1C2=C(N=C(N1)C(=O)N)OC1(CC2)CCCC2=CC=CC(=C21)C)C ((R)-1-(dimethylamino)propan-2-yl)-8-methyl-3,4,5',6'-tetrahydro-2H-spiro[naphthalene-1,7'-pyrano[2,3-d]pyrimidine]-2'-carboxamide